S(=O)(=O)(O)[O-].N1=C(N=CC=C1)C1=CN=[N+](C=C1)CCC(=O)O 3-(4-pyrimidin-2-ylpyridazin-1-ium-1-yl)propionic acid hydrogen sulfate